5-[4-Fluoro-3-(1H-tetrazol-5-yl)phenyl]-1H-naphtho[1,2-b][1,4]diazepin-2,4(3H,5H)-dione sodium salt [Na].FC1=C(C=C(C=C1)N1C2=C(NC(CC1=O)=O)C1=CC=CC=C1C=C2)C2=NN=NN2